C(C=C)C(COCC(CC=C)O)O allyl-2-hydroxyethylether